6-(4-Ethyl-3-(hydroxymethyl)-5-oxo-4,5-dihydro-1H-1,2,4-triazol-1-yl)-2-(2-fluorophenyl)-4-(1,1,1-trifluoropropan-2-yl)-3,4-dihydroisoquinolin-1(2H)-one C(C)N1C(=NN(C1=O)C=1C=C2C(CN(C(C2=CC1)=O)C1=C(C=CC=C1)F)C(C(F)(F)F)C)CO